S1C=C(C=C1)C=1OC(=CC1)C1=CC=CC=C1 2-(3-thienyl)-5-phenylfuran